ClC(CN(C1(CC1)CC#N)CC1=CC(=C(C=C1)C)C)C=1C=NC=C(C1)OC 2-(1-((2-chloro-2-(5-methoxypyridin-3-yl)ethyl)(3,4-dimethylbenzyl)amino)cyclopropyl)acetonitrile